N-{4-chloro-2-[(1,3-dioxo-1,3-dihydro-2H-isoindol-2-yl)methyl]phenyl}-2-hydroxybenzamide ClC1=CC(=C(C=C1)NC(C1=C(C=CC=C1)O)=O)CN1C(C2=CC=CC=C2C1=O)=O